(E)-4-(4,4-Dimethylpent-1-en-1-yl)-5-tosyl-3,4,5,6-tetrahydro-2H-benzo[b][1,5]Oxazocine CC(C/C=C/C1N(CC2=C(OCC1)C=CC=C2)S(=O)(=O)C2=CC=C(C)C=C2)(C)C